3-[[1-(1,3-benzothiazol-2-yl)-2-(3-cyanophenyl)ethyl]sulfamoyl]-N-(2-hydroxyethyl)benzamide S1C(=NC2=C1C=CC=C2)C(CC2=CC(=CC=C2)C#N)NS(=O)(=O)C=2C=C(C(=O)NCCO)C=CC2